C(C)(=O)N[C@H]1C[C@H](C[C@@H]1O)C(=O)N[C@@H](C12CCC(CC1)(C2)F)C2=C(C(=CC=C2F)Cl)F (1R,3S,4S)-3-acetamido-N-((S)-(3-chloro-2,6-difluorophenyl)(4-fluorobicyclo[2.2.1]hept-1-yl)methyl)-4-hydroxycyclopentane-1-carboxamide